ClC1=CC(=C(C=C1)C=1C=2N(N=C(C1)[C@@H]1C[C@@H](OCC1)C1=CN(C(C=C1)=O)C1CC(C1)(F)F)C(C(=C(N2)C)C)=O)F |r| 9-(4-chloro-2-fluoro-phenyl)-7-[rac-(2R,4S)-2-[1-(3,3-difluorocyclobutyl)-6-keto-3-pyridyl]tetrahydropyran-4-yl]-2,3-dimethyl-pyrimido[1,2-b]pyridazin-4-one